hydroxymethyl-1-aza3,7-dioxabicyclo(3.3.0)octane OCC1N2COCC2CO1